C(C1=CC=CC=C1)OC=1C=C2CCN(C(C2=CC1)C1=CC=C(OCCN2CCN(CC2)CCOCC(=O)OCC)C=C1)C1=CC=CC=C1 ethyl 2-(2-(4-(2-(4-(6-(benzyloxy)-2-phenyl-1,2,3,4-tetrahydroisoquinolin-1-yl)phenoxy)ethyl)piperazin-1-yl)ethoxy)acetate